C1(CC1)C1=CC(=NN1)NC1=CC(=CN(C1=O)C)C1=C(C(=NC=C1)N1C(C=2N(C=3CCCCC3C2)CC1)=O)CO 2-[5-(5-Cyclopropyl-1H-pyrazol-3-ylamino)-3'-hydroxymethyl-1-methyl-6-oxo-1,6-dihydro-[3,4']bipyridinyl-2'-yl]-3,4,6,7,8,9-hexahydro-2H-pyrazino[1,2-a]indol-1-one